OB1OC[C@]2(C[C@H](CN2)N2C(N[C@H](C2=O)C(C)C)(C)C)CCCC1 (3R,5R)-8-hydroxy-3-((S)-4-isopropyl-2,2-dimethyl-5-oxoimidazolidin-1-yl)-7-oxa-1-aza-8-boraspiro[4.7]dodecan